7-(6-aminopyridin-3-yl)-1-(2-(tetrahydro-2H-pyran-4-yl)ethyl)-3,4-dihydropyrazino[2,3-b]pyrazin-2(1H)-one NC1=CC=C(C=N1)C1=CN=C2C(=N1)N(C(CN2)=O)CCC2CCOCC2